COC(=O)C1CCN(CC1)C(=O)C=1N=C(SC1)C#C 1-(2-Ethynyl-thiazole-4-carbonyl)piperidine-4-carboxylic acid methyl ester